[NH4+].[NH4+].C(OC1=C(C(=CC(=C1)CCCCC)O)[C@H]1[C@@H](CCC(=C1)C)C(=C)C)(OCCOP(=O)(O)O)=O (1'R,2'R)-6-hydroxy-5'-methyl-4-pentyl-2'-(prop-1-en-2-yl)-1',2',3',4'-tetrahydro-[1,1'-biphenyl]-2-yl (2-(phosphonooxy)ethyl) carbonate di-ammonium salt